C(C)C1=CC(OC(O1)(C)C)=O 6-ethyl-2,2-dimethyl-1,3-dioxin-4-one